methyl 6-(cyanomethyl)-7-oxo-4h,5h,6h,7h-thieno[2,3-c]pyridine-2-carboxylate C(#N)CN1C(C2=C(CC1)C=C(S2)C(=O)OC)=O